4-(3-(6-chloro-4-oxoquinazolin-3(4H)-yl)-2-methylphenyl)-1H-indole-7-carboxamide ClC=1C=C2C(N(C=NC2=CC1)C=1C(=C(C=CC1)C1=C2C=CNC2=C(C=C1)C(=O)N)C)=O